(7-hydroxy-3-iodo-1H-pyrazolo[4,3-d]Pyrimidin-5-yl)carbamic acid methyl ester COC(NC=1N=C(C2=C(N1)C(=NN2)I)O)=O